COC1=C(N)C=CC=C1C1=NN(C=N1)C([2H])([2H])[2H] 2-methoxy-3-(1-(methyl-d3)-1H-1,2,4-triazol-3-yl)aniline